FC1=CC=C(C(=N1)C)OC1=CC=C(C(=C1C(=O)NC1=CC(=CC=C1)SNC)C)C=1C=NN(C1)C (R)-6-((6-fluoro-2-methylpyridin-3-yl)oxy)-2-methyl-3-(1-methyl-1H-pyrazol-4-yl)-N-(3-(S-methylamino-sulfanyl)phenyl)benzamide